C(C(=C)C)(=O)OCCCCC1=CC=CC2=CC3=CC=CC=C3C=C12 4-(1-anthracenyl)butyl methacrylate